ClC1=NN(C=C1S(=O)(=O)NC=1C=CC(=C2C(=CNC12)C#N)Cl)C(CO)(C)C 3-chloro-N-(4-chloro-3-cyano-1H-indol-7-yl)-1-(2-hydroxy-1,1-dimethylethyl)pyrazole-4-sulfonamide